C(C)(C)(C)N(C(O)=O)C1CCN(CC1)S(N(C)C)(=O)=O.C1(C=CC(N1C1=CC=C(OC2(C(C(C(C=C2)(C(C)(C)C2(C(C(C(C=C2)(OC2=CC=C(C=C2)N2C(C=CC2=O)=O)F)(F)F)(F)F)F)F)(F)F)(F)F)F)C=C1)=O)=O 2,2-bis[4-(4-maleimidophenoxy)hexafluorophenyl]propane tert-Butyl-(1-(N,N-dimethylsulfamoyl)piperidin-4-yl)carbamate